6-((4-(2-hydroxypropan-2-yl)-4-phenethylpiperidin-1-yl)methyl)-1H-benzo[d][1,3]oxazin-2(4H)-one OC(C)(C)C1(CCN(CC1)CC1=CC2=C(NC(OC2)=O)C=C1)CCC1=CC=CC=C1